(1S)-4,5-dimethoxy-1-[(methylamino)methyl]benzocyclobutane hydrochloride Cl.COC1=CC2=C([C@H](C2)CNC)C=C1OC